ClC=1C=C2C(C(NC2=CC1)=O)=[N+]=[N-] 5-chloro-3-diazoindolin-2-one